ClC1=NC(=C(C(=N1)Cl)C=O)Cl 2,4,6-Trichloropyrimidine-5-carbaldehyde